OC=1N=CNC(C1C(=O)N)=O 4-hydroxy-6-oxo-1,6-dihydropyrimidine-5-carboxamide